C(C)C=1C=CC=C2C=CC=C(C12)N1CC=2N=C(N=C(C2CC1)NC[C@@H]1N(CCC1)C=1C=NN(C1)C)OCC12CCCN2CCC1 (R)-7-(8-ethylnaphthalen-1-yl)-N-((1-(1-methyl-1H-pyrazol-4-yl)pyrrolidin-2-yl)methyl)-2-((tetrahydro-1H-pyrrolizin-7a(5H)-yl)methoxy)-5,6,7,8-tetrahydropyrido[3,4-d]pyrimidin-4-amine